1-butyl-3-methylimidazole levulinic acid salt C(CCC(=O)C)(=O)O.C(CCC)N1CN(C=C1)C